FC(C1=NN=C(O1)C=1C=NC(=NC1)NC=1C=C(C2=C(N(C=N2)CC(F)(F)F)C1)C1=CC=CC=C1)F N-(5-(5-(difluoromethyl)-1,3,4-oxadiazol-2-yl)pyrimidin-2-yl)-4-phenyl-1-(2,2,2-trifluoroethyl)-1H-benzo[d]imidazol-6-amine